7,10,13,16,19-docosapentaenoic acid C(CCCCCC=CCC=CCC=CCC=CCC=CCC)(=O)O